ethyl 4-chloro-1-isopropyl-1H-pyrazole-5-carboxylate ClC=1C=NN(C1C(=O)OCC)C(C)C